(6-(2-(aminomethyl)-6,7-difluorobenzofuran-5-yl)pyridin-3-yl)(4,4-difluoropiperidin-1-yl)methanone NCC=1OC2=C(C1)C=C(C(=C2F)F)C2=CC=C(C=N2)C(=O)N2CCC(CC2)(F)F